3-(4-(8-((adamantan-1-yl)amino)octyl)-6-fluoro-1-oxoisoindolin-2-yl)piperidine C12(CC3CC(CC(C1)C3)C2)NCCCCCCCCC2=C3CN(C(C3=CC(=C2)F)=O)C2CNCCC2